bis-(2-methyl-1-naphthoyl)-4-ethoxyphenyl-phosphine oxide CC1=C(C2=CC=CC=C2C=C1)C(=O)P(C1=CC=C(C=C1)OCC)(C(=O)C1=C(C=CC2=CC=CC=C12)C)=O